ClC=1C(=C(C=CC1F)N(C(=O)[C@H]1N(C(NC1)=O)C1=CC(=C2C(=N1)SC=N2)SC(F)(F)F)C)F (S)-N-(3-chloro-2,4-difluorophenyl)-N-methyl-2-oxo-3-(7-((trifluoromethyl)thio)thiazolo[5,4-b]pyridin-5-yl)imidazolidine-4-carboxamide